N1=C(C=CC=C1)C(O)C=1NC(=CN1)CC1=CC=NC=C1 pyridin-2-yl-(5-(pyridin-4-ylmethyl)-1H-imidazol-2-yl)methanol